CC(C(=O)OCOC=1C(=NC=CC1NC=O)C(N[C@H](C(=O)OC(C(C1=CC=C(C=C1)F)OC1=CC=C(C=C1)F)C)C)=O)C [2-[[(1S)-2-[2-(4-fluorophenoxy)-2-(4-fluorophenyl)-1-methyl-ethoxy]-1-methyl-2-oxo-ethyl]carbamoyl]-4-formamido-3-pyridyl]oxymethyl 2-methylpropanoate